CCC(O)(O)Br Monobromopropanediol